COC(=O)C1=CC=C(C=N1)N1CCC2(CN(C2)C(=O)OC(C)(C)C)CC1 tert-butyl 7-(6-(methoxycarbonyl) pyridin-3-yl)-2,7-diazaspiro[3.5]nonane-2-carboxylate